C(C)(C)(C)NS(=O)(=O)C1=CC=CC(=N1)NC(C1=C(N=C(C=C1)[C@@](CO)(C)O)N1CCC2(CC2)CC1)=O (R)-N-(6-(N-(tert-Butyl)sulfamoyl)pyridin-2-yl)-6-(1,2-dihydroxypropan-2-yl)-2-(6-azaspiro[2.5]octan-6-yl)nicotinamid